1-(4-benzyloxy-6-methoxybenzofuran-2-yl)ethanone C(C1=CC=CC=C1)OC1=CC(=CC2=C1C=C(O2)C(C)=O)OC